2-Methyl-5-(3-methoxyphenyl)-N-(3-(2-(pyrrolidin-1-yl)propyl)-1,2,4-thiadiazol-5-yl)furan-3-carboxamide CC=1OC(=CC1C(=O)NC1=NC(=NS1)CC(C)N1CCCC1)C1=CC(=CC=C1)OC